2-(4-(4-(2,4-Dioxotetrahydropyrimidin-1(2H)-yl)-1H-indol-1-yl)piperidin-1-yl)acetic acid tert-Butyl-2-(4-(4-(2,4-dioxotetrahydropyrimidin-1(2H)-yl)-1H-indol-1-yl)piperidin-1-yl)acetate C(C)(C)(C)OC(CN1CCC(CC1)N1C=CC2=C(C=CC=C12)N1C(NC(CC1)=O)=O)=O.O=C1N(CCC(N1)=O)C1=C2C=CN(C2=CC=C1)C1CCN(CC1)CC(=O)O